3-chloro-N-(2,4-dimethoxybenzyl)-4-(3-(1-(dimethylamino)ethyl)-3-methoxypyrrolidin-1-yl)-2,6-difluoro-N-(6-fluoropyridin-2-yl)benzenesulfonamide ClC=1C(=C(C(=CC1N1CC(CC1)(OC)C(C)N(C)C)F)S(=O)(=O)N(C1=NC(=CC=C1)F)CC1=C(C=C(C=C1)OC)OC)F